5,5-dimethyl-1,3,2-dioxaphospholane CC1(COPO1)C